cobalt nickel sodium ferrocyanide [Fe-4](C#N)(C#N)(C#N)(C#N)(C#N)C#N.[Na+].[Ni+2].[Co+2]